3-bromo-5-(3-chloro-2-fluoro-phenoxy)pyridine BrC=1C=NC=C(C1)OC1=C(C(=CC=C1)Cl)F